CC([C@@H](C(=O)N1[C@@H](C[C@H](C1)O)C(=O)NCC1=CC=C(C=C1)C1=C(N=CS1)C)NC(=O)C1(CC1)CC#C[Si](C)(C)C)(C)C (2S,4R)-1-[(2S)-3,3-dimethyl-2-([1-[3-(trimethylsilyl)prop-2-yn-1-yl]cyclopropyl]formamido)butanoyl]-4-hydroxy-N-[[4-(4-methyl-1,3-thiazol-5-yl)phenyl]methyl]pyrrolidine-2-carboxamide